CC(C(=O)O)OC(=O)CO The molecule is a copolymer composed of 2-hydroxypropanoyl and 2-hydroxyacetyl units. It is a copolymer macromolecule and a polyester macromolecule.